O=C1N(C2=CC=CC=C2C(N1CC1=C(C=CC=C1)C(F)(F)F)=O)CC1=CC=C(C(=O)NO)C=C1 4-((2,4-dioxo-3-(2-(trifluoromethyl)benzyl)-3,4-dihydroquinazolin-1(2H)-yl)methyl)-N-hydroxybenzoamide